2-(4-vinylphenyl)oxirane C(=C)C1=CC=C(C=C1)C1OC1